C1(CC1)N1C(=NC(=C1)C(F)(F)F)C1=CC=C(C=C1)CC=1C=2C(N=C(N1)C=1C(=NC=NC1OC)C1CC1)=NC(CC2C)=O {4-[1-cyclopropyl-4-(trifluoromethyl)imidazol-2-yl]phenyl-methyl}-2-(4-cyclopropyl-6-methoxypyrimidin-5-yl)-5-methylpyrido[2,3-d]pyrimidin-7-one